C(C)N(CC)CC=1N=NNC1 (diethylaminomethyl)triazole